(2R,4R,5S)-1-(5-(5-fluoro-2-methoxypyridin-4-yl)-1H-pyrazole-3-carbonyl)-N-((1r,4R)-4-hydroxy-4-(trifluoromethyl)cyclohexyl)-2,5-dimethylpiperidin-4-carboxamide FC=1C(=CC(=NC1)OC)C1=CC(=NN1)C(=O)N1[C@@H](C[C@H]([C@@H](C1)C)C(=O)NC1CCC(CC1)(C(F)(F)F)O)C